N-(3-(tert-butyl)isoxazol-5-yl)-2-(4-(5-(6-hydroxy-6-methyl-2-azaspiro[3.3]heptan-2-yl)-1H-benzo[d]imidazol-1-yl)phenyl)acetamide C(C)(C)(C)C1=NOC(=C1)NC(CC1=CC=C(C=C1)N1C=NC2=C1C=CC(=C2)N2CC1(C2)CC(C1)(C)O)=O